C[C@H]1[C@@H]([C@H]([C@H]([C@@H](O1)O[C@@H]2[C@H]([C@H](O[C@@H]([C@H]2O)CO)OP(=O)([O-])OP(=O)([O-])OC/C=C(/C)\\CC/C=C(/C)\\CC/C=C(/C)\\CC/C=C(/C)\\CC/C=C(/C)\\CC/C=C(/C)\\CC/C=C(/C)\\CC/C=C(/C)\\CC/C=C(\\C)/CCC=C(C)C)NC(=O)C)O)O)O[C@H]3[C@@H]([C@H]([C@@H](O3)[C@@H](CO)O[C@H]4[C@@H]([C@H]([C@@H](O4)[C@@H](CO)O)O)O)O)O The molecule is an organophosphate oxoanion obtained by deprotonation of the diphosphate OH groups of beta-D-Galf-(1->5)-beta-D-Galf-(1->4)-alpha-L-Rhap-(1->3)-alpha-D-GlcpNAc-1-diphospho-trans,octacis-decaprenol; major species at pH 7.3. It is a conjugate base of a beta-D-Galf-(1->5)-beta-D-Galf-(1->4)-alpha-L-Rhap-(1->3)-alpha-D-GlcpNAc-1-diphospho-trans,octacis-decaprenol.